OCCC1=C(C=2C(=NC=C3C2N(C(N3C)=O)C)N1)C1=CC=CC=C1 7-(2-Hydroxyethyl)-1,3-dimethyl-8-phenyl-3,6-dihydroimidazo[4,5-d]pyrrolo[2,3-b]pyridin-2(1H)-one